FC=1C=CC=C2C=3C(=CC=C(C[C@]4(C[C@H](CC4)NC(OC(C)(C)C)=O)C=4OC=C(COC12)N4)C3)F tert-butyl N-[(1'S,14R)-6,19-difluorospiro[8,12-dioxa-21-azatetracyclo[14.3.1.110,13.02,7]henicosa-1(20),2,4,6,10,13(21),16,18-octaene-14,3'-cyclopentane]-1'-yl]carbamate